Ethyl (E)-2-(5-(2-ethoxyvinyl)-3-fluoro-2-oxo-4-(trifluoromethyl)pyridin-1(2H)-yl)-4-methylpentanoate C(C)O/C=C/C=1C(=C(C(N(C1)C(C(=O)OCC)CC(C)C)=O)F)C(F)(F)F